FC=1C=CC=C2C=C(C=NC12)C=1C=C2N(N1)CCC21CN(C1)C(=O)OC(C)(C)C tert-butyl 2'-(8-fluoroquinolin-3-yl)-5',6'-dihydrospiro[azetidine-3,4'-pyrrolo[1,2-b]pyrazole]-1-carboxylate